ClC=1C=CC(=C(C(=O)O)C1)NC1=C(C=NC2=CC=C(C=C12)Cl)N1CCC(CC1)=NO 5-chloro-2-[[6-chloro-3-(4-hydroxyimino-1-piperidyl)-4-quinolyl]amino]benzoic acid